5-(2,5-dimethylphenoxy)-2,2-dimethylpentanoic acid sodium salt [Na+].CC1=C(OCCCC(C(=O)[O-])(C)C)C=C(C=C1)C